C(C)(C)(C)OC(=O)NC(C(=O)OC(C)(C)C)CC1=CC(=C(C=C1)C(F)(F)F)Cl tert-Butyl 2-((tert-butoxycarbonyl) amino)-3-(3-chloro-4-(trifluoromethyl) phenyl)propanoate